2-[5-(naphthalen-2-yl)pentyl]isoindole-1,3-dione C1=C(C=CC2=CC=CC=C12)CCCCCN1C(C2=CC=CC=C2C1=O)=O